BrCC1CCN(CC1)C(CCCCCCCC(=O)[O-])=O 9-(4-(bromomethyl) piperidin-1-yl)-9-oxononanoate